2,2-bis(2-naphthylsulfonyl)propane C1=C(C=CC2=CC=CC=C12)S(=O)(=O)C(C)(C)S(=O)(=O)C1=CC2=CC=CC=C2C=C1